1-ethyl-6-fluoro-7-piperazin-1-yl-3-[3-(pyridin-3-yl)acryloyl]-quinolin-4(1H)-one C(C)N1C=C(C(C2=CC(=C(C=C12)N1CCNCC1)F)=O)C(C=CC=1C=NC=CC1)=O